2-(4-(3-isopropyl-2-(1-methyl-6-oxo-5-vinyl-1,6-dihydropyridin-3-yl)-1H-indol-5-yl)piperidin-1-yl)-N,N-dimethylacetamide C(C)(C)C1=C(NC2=CC=C(C=C12)C1CCN(CC1)CC(=O)N(C)C)C1=CN(C(C(=C1)C=C)=O)C